5,7-difluoro-6-(3-(1-methyl-1H-pyrazol-4-yl)-1H-pyrazolo[3,4-c]pyridin-5-yl)-2,3-dihydro-1H-inden-1-ol FC=1C=C2CCC(C2=C(C1C=1C=C2C(=CN1)NN=C2C=2C=NN(C2)C)F)O